C(C)(=O)OC1=CC(=CC=2CCCCC12)CCC1=CC(=NN1C)CSC(C)=O 3-(2-(3-((acetylthio) methyl)-1-methyl-1H-pyrazol-5-yl) ethyl)-5,6,7,8-tetrahydronaphthalen-1-yl acetate